OC1=NC2=CC=CC=C2C(=C1)C1(CC1)NC(C1=C(C=CC(=C1)OC[C@H]1N(CC1)C)C)=O (S)-N-(1-(2-hydroxyquinolin-4-yl)cyclopropyl)-2-methyl-5-((1-methylazetidin-2-yl)methoxy)benzamide